N-[6-amino-5-(oxetan-3-yl)-3-pyridyl]-2-oxo-2-[(2R,5S)-5-methyl-2-[2-[(4S)-1,2,2-trimethyl-4-piperidyl]-2,3-dihydro-1,3-benzothiazol-5-yl]-1-piperidyl]acetamide NC1=C(C=C(C=N1)NC(C(N1[C@H](CC[C@@H](C1)C)C=1C=CC2=C(NC(S2)[C@@H]2CC(N(CC2)C)(C)C)C1)=O)=O)C1COC1